C(C)(C)(C)OC(=O)N1CSC2=C(C1)C=CC=C2Br 8-Bromo-2,4-dihydro-1,3-benzothiazine-3-carboxylic acid tert-butyl ester